C(OC12CC3CC(CC(C1)C3)C2)(OC[C@]2(O[C@H](C[C@@H]2OC(=O)OCC)N2C3=NC(=NC(=C3N=C2)N)F)C#C)=O 1-adamantyl ((2R,3S,5R)-5-(6-amino-2-fluoro-purin-9-yl)-3-ethoxycarbonyloxy-2-ethynyltetra-hydrofuran-2-yl)methyl carbonate